COC=1C(=CC=2C(=NN(N2)C)C1)NC(=O)N1CCC=2C1=NC=CC2N2C[C@H](N(CC2)C(=O)OC(C)(C)C)C tert-butyl (R)-4-(1-((6-methoxy-2-methyl-2H-benzo[d][1,2,3]triazol-5-yl)carbamoyl)-2,3-dihydro-1H-pyrrolo[2,3-b]pyridin-4-yl)-2-methylpiperazine-1-carboxylate